CCC(/C=C/C=O)O (E)-4-hydroxyhexenal